COC(C=1C(C(=O)OC)=C(C=CC1)O)=O.C1(CCCC1)N(S(=O)(=O)C1=CC=C(C=C1)NS(=O)(=O)C(F)(F)F)CC=1C=C2CCCN(C2=CC1)CC N-cyclopentyl-N-((1-ethyl-1,2,3,4-tetrahydroquinolin-6-yl)methyl)-4-(trifluoromethyl-sulfonylamino)benzenesulfonamide Dimethyl-3-hydroxyphthalate